O[C@@H]1CC[C@H](CC1)C1=C(C(=O)N)C=CC=C1 (trans-4-hydroxycyclohexyl)benzamide